C1(CC1)CC=1C=CC(=C(C1)C(C(=O)O)N1C[C@@H](CC1)OCCCCCC1=NC=2NCCCC2C=C1)OC 2-(5-(cyclopropylmethyl)-2-methoxyphenyl)-2-((R)-3-((5-(5,6,7,8-tetrahydro-1,8-naphthyridin-2-yl)pentyl)oxy)pyrrolidin-1-yl)acetic acid